C(C(C)C)C=1C=CC(=C(C1)N1CC(C1)NCC=1N=NC=CC1)C=1N=NNN1 1-(5-isobutyl-2-(2H-tetrazol-5-yl)phenyl)-N-(pyridazin-3-ylmethyl)azetidin-3-amine